(6S)-2-(4-Fluorophenyl)-6-methyl-5,6-dihydro-4H-pyrrolo[1,2-b]pyrazol FC1=CC=C(C=C1)C=1C=C2N(N1)[C@H](CC2)C